CC=1C(=C(C(=C(C1C1=CC=CC=C1)C=O)O)O)OC methyl-3,4-dihydroxy-5-methoxy-[1,1'-biphenyl]-2-carbaldehyde